3-((6-amino-[3,3'-bipyridin-5-yl]oxy)phenyl)-3-(4-(methylsulfonyl)phenyl)urea NC1=C(C=C(C=N1)C=1C=NC=CC1)OC1=C(C=CC=C1)N(C(N)=O)C1=CC=C(C=C1)S(=O)(=O)C